NCC=1C=CC(=NC1)CN1C(C=CC=C1)=O 1-((5-(Aminomethyl)pyridin-2-yl)methyl)pyridin-2(1H)-one